CSC1=C(C=C(C=C1)SC)SC 1,2,4-trimethylmercaptobenzene